O[C@H]([C@H](C[C@@H]1OCCC1)S(=O)(=O)N(CC1=CC=C(C=C1)OC)CC1=CC=C(C=C1)OC)CC=C (2S,3S)-3-HYDROXY-N,N-BIS(4-METHOXYBENZYL)-1-((R)-TETRAHYDROFURAN-2-YL)HEX-5-ENE-2-SULFONAMIDE